C(C)N1C(=NC=C1C)C 1-ethyl-2,5-dimethylimidazole